4-(5-(3-cyano-6-(1-methyl-1H-pyrazol-4-yl)pyrazolo[1,5-a]pyrazin-4-yl)pyridin-2-yl)piperazine-1-carboxylic acid tert-butyl ester C(C)(C)(C)OC(=O)N1CCN(CC1)C1=NC=C(C=C1)C=1C=2N(C=C(N1)C=1C=NN(C1)C)N=CC2C#N